7-phenylpyrazolo[1,5-a]pyrimidine-5-carboxamide C1(=CC=CC=C1)C1=CC(=NC=2N1N=CC2)C(=O)N